C1=C(C=CC2=CC=CC=C12)C1=NC(=NC(=N1)C1=CC2=CC=CC=C2C=C1)C1=CC(=CC=C1)B1OC(C(O1)(C)C)(C)C 2,4-di(naphthalen-2-yl)-6-(3-(4,4,5,5-tetramethyl-1,3,2-dioxaborolan-2-yl)phenyl)-1,3,5-triazine